[Cl-].[Cl-].C1(=CC=CC2=CC=CC=C12)C(=[Zr+2](C1=CC=CC2=C3C(=C4C=5C=CC=CC5CC4=C21)C=CC=C3)C3C=CC=C3)C3=CC=C(C=C3)Cl naphthyl(p-chlorophenyl)methylene(cyclopentadienyl)(dibenzofluorenyl)zirconium dichloride